FC=1C=C(C=C(C1)F)N1C=NC=C1 3-(3,5-difluorophenyl)imidazole